(benzyloxycarbonylamino)3-(1-methylcyclopropyl)propanoic acid C(C1=CC=CC=C1)OC(=O)NC(C(=O)O)CC1(CC1)C